Cl.NCCCN1C(=NC=C1)C=O 1-(3-AMINO-PROPYL)-1H-IMIDAZOLE-2-CARBALDEHYDE HCL